3-(4-fluorophenyl)-1H-indole FC1=CC=C(C=C1)C1=CNC2=CC=CC=C12